C(C)(C)(C)NS(=O)(=O)C1=CC(=CC=C1)C(=O)N1CC2(C3=CC(=CC=C13)C(C)O)CCC1(CC2)CC1 N-(tert-butyl)-3-(5''-(1-hydroxyethyl)dispiro[cyclopropane-1,1'-cyclohexane-4',3''-indoline]-1''-carbonyl)benzenesulfonamide